2-(4-methoxyphenyl)-3,5,7-trimethoxyquinolin-4-one COC1=CC=C(C=C1)C1=NC2=CC(=CC(=C2C(C1OC)=O)OC)OC